C1(CCCCC1)NCCCS(=O)(=O)[O-].[K+] potassium 3-(cyclohexylamino)-propanesulfonate